BrC=1C=CC(=NC1)OC=1C=NN(C1C)C1CC1 5-bromo-2-((1-cyclopropyl-5-methyl-1H-pyrazol-4-yl)oxy)pyridine